4-(4'-(1H-imidazol-4-yl)-[1,1'-biphenyl]-4-yl)-1H-1,2,3-triazole-5-carboxylic acid N1C=NC(=C1)C1=CC=C(C=C1)C1=CC=C(C=C1)C=1N=NNC1C(=O)O